ClC1=CC(=C(C=C1)C1(OC2=C(O1)C=CC=C2C2CCN(CC2)CC2=NC1=C(N2CCS(N(C)C)(=O)=O)C=C(C=C1)C(=O)O)C)F 2-({4-[2-(4-chloro-2-fluorophenyl)-2-methyl-1,3-benzodioxol-4-yl]piperidin-1-yl}methyl)-1-[2-(dimethylsulfamoyl)ethyl]-1H-benzimidazole-6-carboxylic acid